C(#N)[C@]1(COCC2=CC=C(C=C12)C(=O)NCC1=NC=C2C=CC(=NC2=C1)C1=NC(=CC=C1)N1C[C@@H](O[C@@H](C1)C)C)C (S)-4-cyano-N-((2-(6-((cis)-2,6-dimethylmorpholino)pyridin-2-yl)-1,6-naphthyridin-7-yl)methyl)-4-methylisochromane-6-carboxamide